N1(CCCCC1)C1=CC=C(C=C1)C=1SC2=C(N1)C=CC=C2 2-(4-(piperidin-1-yl)phenyl)benzo[d]thiazole